N1(CCNCC1)C(=O)OCC1=C(C=C(C=2C(C=C(OC21)C2=CC=C(C=C2)O)=O)O)O ((5,7-dihydroxy-2-(4-hydroxyphenyl)-4-oxo-4H-benzopyran-8-yl) methyl) piperazine-1-carboxylate